FC(C1C2=NN=C(C=3C(=CC(=C(N4CCC[C@H]4CCCCC1)N3)C(F)(F)F)NC(OC(C)(C)C)=O)O2)(F)F tert-Butyl N-[(12R)-6,18-bis(trifluoromethyl)-22-oxa-3,4,16,21-tetraazatetracyclo[15.3.1.12,5.012,16]docosa-1(21),2,4,17,19-pentaen-20-yl]carbamate